6,6-dimethoxyspiro[3.3]heptane-2-carboxaldehyde COC1(CC2(CC(C2)C=O)C1)OC